ClC=1C=C(OCC(=O)NC23CC(C2)(C3)C(=O)NC=3C=NC=CC3)C=CC1Cl 3-[2-(3,4-dichlorophenoxy)acetamido]-N-(pyridin-3-yl)bicyclo[1.1.1]pentane-1-carboxamide